(4-([1,4'-bipiperidin]-4-ylamino)-7H-pyrrolo[2,3-d]pyrimidin-5-yl)(2-chloro-4-phenoxyphenyl)methanone N1(CCC(CC1)NC=1C2=C(N=CN1)NC=C2C(=O)C2=C(C=C(C=C2)OC2=CC=CC=C2)Cl)C2CCNCC2